C(CCCCC)OC1=NC(=CC=C1/C=C/C(=O)NC1=CC=CC=2NC(NC21)=O)C(F)(F)F (E)-3-(2-(hexyloxy)-6-(trifluoromethyl)pyridin-3-yl)-N-(2-oxo-2,3-dihydro-1H-benzo[d]imidazol-4-yl)acrylamide